2,4,4-Trimethylhexamethylendiamin CC(CN)CC(CCN)(C)C